tert-Butyl 4-[2-(chloromethyl) quinazolin-4-yl]piperazine-1-carboxylate ClCC1=NC2=CC=CC=C2C(=N1)N1CCN(CC1)C(=O)OC(C)(C)C